9,9',9''-(6-(4-(9H-carbazol-9-yl)phenyl)-4-([1,1':3',1''-terphenyl]-5'-yl)pyridine-2,3,5-triyl)tris(9H-carbazole-3,6-dicarbonitrile) C1=CC=CC=2C3=CC=CC=C3N(C12)C1=CC=C(C=C1)C1=C(C(=C(C(=N1)N1C2=CC=C(C=C2C=2C=C(C=CC12)C#N)C#N)N1C2=CC=C(C=C2C=2C=C(C=CC12)C#N)C#N)C=1C=C(C=C(C1)C1=CC=CC=C1)C1=CC=CC=C1)N1C2=CC=C(C=C2C=2C=C(C=CC12)C#N)C#N